3-(1'-((1-methyl-1H-indazol-4-yl)methyl)-6-oxo-6,8-dihydro-2H,7H-spiro[furo[2,3-e]isoindole-3,4'-piperidin]-7-yl)piperidine-2,6-dione CN1N=CC2=C(C=CC=C12)CN1CCC2(CC1)COC1=C3CN(C(C3=CC=C12)=O)C1C(NC(CC1)=O)=O